C(C1=CC=CC=C1)N1N=CC(=C1)C=1C(=CC(N(C1)C)=O)C1=CC(=NN1)C 5-(1-benzyl-1H-pyrazol-4-yl)-1-methyl-4-(3-methyl-1H-pyrazol-5-yl)pyridin-2(1H)-one